tetracosa-8,15,17,23-tetraene CCCCCCCC=CCCCCCC=CC=CCCCCC=C